N,N-diethyldecylamine C(C)N(CC)CCCCCCCCCC